tert-butyl (S)-5-oxo-1,2,4,4a,5,6-hexahydro-3H-pyrazino[1,2-a]quinoxaline-3-carboxylate O=C1[C@H]2N(C3=CC=CC=C3N1)CCN(C2)C(=O)OC(C)(C)C